C(=O)C1=NC=CC=2C3=CC=CC=C3NC12 1-formyl-9H-β-carboline